FC1=C(C(=C(C(=C1[B-](C1=C(C(=C(C(=C1F)F)F)F)F)(C1=C(C(=C(C(=C1F)F)F)F)F)C1=C(C(=C(C(=C1F)F)F)F)F)F)F)F)F.C[NH+](C1=CC=C(C=C1)OCCCCCCCCCC)CCCCCCCCCC N-methyl-N-decyl-4-(decyloxy)anilinium tetrakis(pentafluorophenyl)borate